O=C1NC(CCC1N1C(C2=CC=CC(=C2C1=O)OCCCCC=O)=O)=O 5-[[2-(2,6-dioxopiperidin-3-yl)-1,3-dioxoisoindol-4-yl]oxy]valeraldehyde